ClC1=CC(=C(C=N1)C1=NC=C(C=C1F)CN1CC(C1)C(C)(C)F)NCC[C@@H](C)O (R)-4-((6'-Chloro-3-fluoro-5-((3-(2-fluoropropan-2-yl)azetidin-1-yl)methyl)-[2,3'-bipyridin]-4'-yl)amino)butan-2-ol